3-tert-butyl-1,2-dihydropyrazine-2-one C(C)(C)(C)C=1C(NC=CN1)=O